C(C)(C)(C)C1CCC(CC1)OC1=C(OC2(CC2)C(=O)NS(=O)(=O)C2=NC(=CC=C2)N2C[C@H](CC2)O)C=C(C=C1)Cl (S)-1-(2-((4-(tert-butyl)cyclohexyl)oxy)-5-chlorophenoxy)-N-((6-(3-hydroxypyrrolidin-1-yl)pyridin-2-yl)sulfonyl)cyclopropanecarboxamide